(R)-1-((8-((3'-amino-2,2'-dimethyl-[1,1'-biphenyl]-3-yl)amino)-1,7-naphthyridin-3-yl)methyl)pyrrolidin-3-ol NC=1C(=C(C=CC1)C1=C(C(=CC=C1)NC=1N=CC=C2C=C(C=NC12)CN1C[C@@H](CC1)O)C)C